4,4-dibromobiphenyl BrC1(CC=C(C=C1)C1=CC=CC=C1)Br